ClCC(=C)[C@@H]1C[C@@H](CC[C@]1(C=C)C)C(CN1CCCC1)=C (S)-1-(2-((1R,3R,4S)-3-(3-chloroprop-1-en-2-yl)-4-methyl-4-vinyl-cyclohexyl)allyl)pyrrolidine